C(#N)[C@H](C[C@H]1C(NCC1)=O)NC(=O)[C@H]1N(C[C@@H](C1)C(F)(F)F)C(=O)C=1NC2=CC=CC(=C2C1)OC (2S,4R)-N-[(1S)-1-cyano-2-[(3S)-2-oxopyrrolidin-3-yl]ethyl]-1-(4-methoxy-1H-indole-2-carbonyl)-4-(trifluoromethyl)pyrrolidine-2-carboxamide